FC(COC1=CC(=C(C=C1F)N(CC1=CC=C(C=C1)OC)CC1=CC=C(C=C1)OC)F)F [4-(2,2-difluoroethoxy)-2,5-difluoro-phenyl]bis-(4-methoxy-benzyl)-amine